(R)-2-(3-chloro-8-oxo-1,7-naphthyridin-7(8H)-yl)-N-(4-(3-fluoropyridin-2-yl)phenyl)propanamide ClC=1C=NC=2C(N(C=CC2C1)[C@@H](C(=O)NC1=CC=C(C=C1)C1=NC=CC=C1F)C)=O